CC1(CCC(CC1)N(C(C(C)C)=O)C1CC(NC1)C(=O)O)C 4-(N-(4,4-dimethylcyclohexyl)isobutyramido)pyrrolidine-2-carboxylic acid